Tert-butyl N-(1H-1,3-benzodiazol-2-ylmethyl)-N-{2-[4-({[2-(4-methylpiperazin-1-yl)phenyl] methyl} carbamoyl)-1,3-thiazol-2-yl]ethyl}carbamate N1C(=NC2=C1C=CC=C2)CN(C(OC(C)(C)C)=O)CCC=2SC=C(N2)C(NCC2=C(C=CC=C2)N2CCN(CC2)C)=O